ClC1=C2N(C(C(=N1)Cl)=O)[C@@H](CC2(C)C)C(=O)OCC2=CC=CC=C2 benzyl (S)-1,3-dichloro-8,8-dimethyl-4-oxo-4,6,7,8-tetrahydropyrrolo[1,2-a]pyrazine-6-carboxylate